OC(C(=O)SCCNC(CCNC([C@@H](C(COP(OP(OC[C@@H]1[C@H]([C@H]([C@@H](O1)N1C=NC=2C(N)=NC=NC12)O)OP(=O)(O)O)(=O)O)(=O)O)(C)C)O)=O)=O)CCC(=O)O 2-Hydroxyglutaryl-CoA